tert-butyl 4-(6-bromo-4-fluoropyridin-2-yl)piperazine-1-carboxylate BrC1=CC(=CC(=N1)N1CCN(CC1)C(=O)OC(C)(C)C)F